7-(furan-2-yl)-11-methyl-4-(trifluoromethyl)-3,5,6,8,10-pentazatricyclo[7.3.0.02,6]dodeca-1(9),2,4,7,11-pentaene O1C(=CC=C1)C=1N2N=C(N=C2C=2C=C(NC2N1)C)C(F)(F)F